ClC1=C(C(=CC=C1)Cl)N1N=C(C(=C1)NC=1C=NC(=CC1)N1N=NN=C1C(C)C)C(=O)N 1-(2,6-dichlorophenyl)-4-((6-(5-isopropyl-1H-tetrazol-1-yl)pyridin-3-yl)amino)-1H-pyrazole-3-carboxamide